2-[1-[4-[(2,6-dibenzyloxy-3-pyridinyl)amino]-2,6-difluoro-phenyl]-4-piperidinyl]acetic acid methyl ester COC(CC1CCN(CC1)C1=C(C=C(C=C1F)NC=1C(=NC(=CC1)OCC1=CC=CC=C1)OCC1=CC=CC=C1)F)=O